[N+](=O)([O-])C1=CC(C(C(=C1)[N+](=O)[O-])O)=[N+]=[N-] 4,6-dinitro-2-diazophenol